tert-butyl (3-chloro-4-mercaptopyridin-2-yl)carbamate ClC=1C(=NC=CC1S)NC(OC(C)(C)C)=O